FC(C=1C(=C(C=C2NC(C=3N(C12)C(=NN3)C)(C)C)F)C3=C1C=NN(C1=CC=C3)S(=O)(=O)C)F 9-(Difluoro-methyl)-7-fluoro-1,4,4-trimethyl-8-(1-methylsulfonyl-1H-indazol-4-yl)-5H-[1,2,4]triazolo[4,3-a]quinoxaline